N,N-bis(2-thienylmethyl)acetamide S1C(=CC=C1)CN(C(C)=O)CC=1SC=CC1